(S)-3,3,3-trifluoro-2-hydroxy-2-methyl-1-(7-(3-methyl-1H-pyrrolo[2,3-b]pyridin-5-yl)-5-((S)-pyrrolidin-2-yl)-3,4-dihydroisoquinolin-2(1H)-yl)propan-1-one FC([C@@](C(=O)N1CC2=CC(=CC(=C2CC1)[C@H]1NCCC1)C=1C=C2C(=NC1)NC=C2C)(C)O)(F)F